tert-butyl 4-[4-(2,6-dibenzyloxy-3-pyridyl)-2-methyl-phenyl]piperazine-1-carboxylate C(C1=CC=CC=C1)OC1=NC(=CC=C1C1=CC(=C(C=C1)N1CCN(CC1)C(=O)OC(C)(C)C)C)OCC1=CC=CC=C1